3-(3-phenylpropyl)-5-[(2S,4R)-1-tert-butoxycarbonyl-4-hydroxypyrrolidin-2-yl]-1,2,4-oxadiazole C1(=CC=CC=C1)CCCC1=NOC(=N1)[C@H]1N(C[C@@H](C1)O)C(=O)OC(C)(C)C